4-((3,5-difluoro-4-(4-methylcyclohexyl)phenyl)amino)cyclohexane-1-carboxamide methyl-5-(difluoromethyl)-6-hydroxy-pyridine-2-carboxylate COC(=O)C1=NC(=C(C=C1)C(F)F)O.FC=1C=C(C=C(C1C1CCC(CC1)C)F)NC1CCC(CC1)C(=O)N